4-((3-bromo-2-fluorophenyl)amino)-N-(6-((1,2,3,4-tetrahydroacridin-9-yl)amino)hexyl)quinazoline-6-carboxamide Tetradecyl-L-alaninate C(CCCCCCCCCCCCC)N[C@@H](C)C(=O)O.BrC=1C(=C(C=CC1)NC1=NC=NC2=CC=C(C=C12)C(=O)NCCCCCCNC=1C2=CC=CC=C2N=C2CCCCC12)F